FC=1C(=CC=C2C(=NC(=NC12)OCC12COC(C1)(C2)C)N2CC1CCC(C2)N1C(=O)OC(C)(C)C)C1=CC(=CC2=CC=CC=C12)OCOC tert-butyl 3-(8-fluoro-7-(3-(methoxymethoxy) naphthalen-1-yl)-2-((1-methyl-2-oxabicyclo[2.1.1]hexan-4-yl) methoxy) quinazolin-4-yl)-3,8-diazabicyclo[3.2.1]octane-8-carboxylate